1-(3-(4-hydroxyphenoxy)azetidin-1-yl)ethan-1-one OC1=CC=C(OC2CN(C2)C(C)=O)C=C1